N-cyclohexylaminomethyl-cyclohexylamino-triethoxysilane C1(CCCCC1)NCN(C1CCCCC1)[Si](OCC)(OCC)OCC